COC=1C=C2CCN(CC2=CC1NC1=NC=C2C(=N1)N(N=C2)[C@@H]2CC[C@H](CC2)COC)C 6-methoxy-N-[trans-1-[4-(methoxymethyl)cyclohexyl]pyrazolo[3,4-d]pyrimidin-6-yl]-2-methyl-3,4-dihydro-1H-isoquinolin-7-amine